3-(3-((4-bromo-2-chlorophenyl)amino)-5-fluoroisonicotinamido)azetidine-1-carboxylic acid tert-butyl ester C(C)(C)(C)OC(=O)N1CC(C1)NC(C1=C(C=NC=C1F)NC1=C(C=C(C=C1)Br)Cl)=O